(s)-6-chloro-4-((1-methoxypropan-2-yl)oxy)pyridin-3-amine ClC1=CC(=C(C=N1)N)O[C@H](COC)C